7-(4-cyclopropyl-1H-imidazol-1-yl)-4,4-difluoro-2-(6-(4-isopropyl-4H-1,2,4-triazol-3-yl)pyridin-2-yl)-3,4-dihydroisoquinolin-1(2H)-one C1(CC1)C=1N=CN(C1)C1=CC=C2C(CN(C(C2=C1)=O)C1=NC(=CC=C1)C1=NN=CN1C(C)C)(F)F